tert-butyl (2-((2-((((9H-fluoren-9-yl)methoxy)carbonyl)amino)ethyl)amino)ethyl)carbamate C1=CC=CC=2C3=CC=CC=C3C(C12)COC(=O)NCCNCCNC(OC(C)(C)C)=O